FC=1C=CC=C2CCC(C12)=N[S@@](=O)C(C)(C)C (S)-N-(7-fluoro-2,3-dihydro-1H-inden-1-ylidene)-2-methylpropane-2-sulfinamide